C1(CCCCC1)C[C@@H](C(=O)O)NC(=O)C1(C2=CC=CC=C2C=2C=CC=CC12)NC(C(F)(F)F)=O (S)-3-cyclohexyl-2-(9-(2,2,2-trifluoroacetamido)-9H-fluorene-9-carboxamido)propanoic acid